C(#N)C=1C=C2CN(C(NC2=CC1)=O)CC(=O)OC(C)(C)C tert-Butyl 2-(6-cyano-2-oxo-1,4-dihydroquinazolin-3-yl)acetate